3,5-DI-TERTIARY-BUTYLSALICYLIC ACID C(C)(C)(C)C1=C(C(C(=O)O)=CC(=C1)C(C)(C)C)O